C(C(C)C)[C@@H]1C(N2[C@@H](N(O1)C(/C=C/C=1C=C(C(=O)O)C=CN1)=O)CN(C([C@@H]2CC(C)C)=O)C2CCN(CC2)C)=O 2-((E)-3-((3R,6S,9aS)-3,6-diisobutyl-8-(1-methylpiperidin-4-yl)-4,7-dioxohexahydropyrazino[2,1-c][1,2,4]oxadiazin-1(6H)-yl)-3-oxoprop-1-en-1-yl)isonicotinic acid